pyrido[3,2-d]pyrimidine tri-hydrochloride Cl.Cl.Cl.N1=CN=CC2=C1C=CC=N2